6-(3-fluorobenzylamino)purine FC=1C=C(CNC2=C3NC=NC3=NC=N2)C=CC1